FC=1C=CC2=C(C=CO2)C1 5-fluorobenzofuran